3-(3-fluoro-4-methoxyphenyl)-3-(5-(2-(5,6,7,8-tetrahydro-1,8-naphthyridin-2-yl)ethoxy)-1H-indazol-1-yl)propionic acid FC=1C=C(C=CC1OC)C(CC(=O)O)N1N=CC2=CC(=CC=C12)OCCC1=NC=2NCCCC2C=C1